2-methoxy-4-(2-trimethylsilylethynyl)pyridine-3-carbaldehyde COC1=NC=CC(=C1C=O)C#C[Si](C)(C)C